1-(2-(1-benzyl-5-methyl-1H-pyrazol-4-yl)-2-oxoethyl)-5-bromo-3-fluoropyridin-2(1H)-one C(C1=CC=CC=C1)N1N=CC(=C1C)C(CN1C(C(=CC(=C1)Br)F)=O)=O